4-[3-[2,6-dichloro-4-[(3,3-dichloro-2-propen-1-yl)oxy]phenoxy]propoxy]-2-methoxy-6-(trifluoromethyl)pyrimidineacetic acid histidine salt N[C@@H](CC1=CNC=N1)C(=O)O.ClC1=C(OCCCOC2=NC(NC(=C2)C(F)(F)F)(CC(=O)O)OC)C(=CC(=C1)OCC=C(Cl)Cl)Cl